N-((S)-(7-((S*)-1-(5,5-Difluoro-2-oxotetrahydropyrimidin-1(2H)-yl)ethyl)imidazo[1,2-b]pyridazin-2-yl)(4,4-difluorocyclohexyl)methyl)-4-methyl-1,2,5-oxadiazole-3-carboxamide FC1(CNC(N(C1)[C@@H](C)C1=CC=2N(N=C1)C=C(N2)[C@@H](NC(=O)C2=NON=C2C)C2CCC(CC2)(F)F)=O)F |o1:7|